COC([C@H](CCCCN)NC(=O)OC(C)(C)C)=O.C(C)(=O)NC1=CC=C(C=C1)NC(C1=C(N=CC(=C1)C1=CC=C(C=C1)NC(C)=O)N)=O N,5-bis(4-acetamidophenyl)-2-aminonicotinamide (S)-Methyl-6-amino-2-((tert-butoxycarbonyl)-amino)hexanoate